N-Boc-4-amino-6-bromo-2-(1-methyl-1H-imidazol-2-yl)nicotinic acid tert-butyl ester C(C)(C)(C)OC(C=1C(N(C(=CC1N)Br)C(=O)OC(C)(C)C)C=1N(C=CN1)C)=O